O1CCC(CC1)C1=CN(C=2N=CN=C(C21)NC2CCC(CC2)N2CCN(CC2)C(=O)OC(C)(C)C)COCC[Si](C)(C)C tert-butyl 4-[4-[[5-tetrahydropyran-4-yl-7-(2-trimethylsilylethoxymethyl)pyrrolo[2,3-d]pyrimidin-4-yl]amino]cyclohexyl]piperazine-1-carboxylate